5-((7,8-Dimethoxy-2-oxo-2,3-dihydro-1H-imidazo[4,5-c]quinolin-1-yl)methyl)pyridine-2-sulfonamide bismuth [Bi].COC=1C(=CC=2C3=C(C=NC2C1)NC(N3CC=3C=CC(=NC3)S(=O)(=O)N)=O)OC